diisopropyl azobisformate N(=NC(=O)OC(C)C)C(=O)OC(C)C